O(C1=CC=CC=C1)CCOC(C=C)=O acrylic acid-2-phenoxyethyl ester